6-bromo-3,4-dihydroisoquinolin-1(2H)-one BrC=1C=C2CCNC(C2=CC1)=O